glyme, magnesium salt [Mg].C(OC)COC